4-(3-ethylsulfonylphenyl)-2-methyl-6-(1-methylpyrazol-4-yl)isoquinolin-1-one C(C)S(=O)(=O)C=1C=C(C=CC1)C1=CN(C(C2=CC=C(C=C12)C=1C=NN(C1)C)=O)C